CN(C)C[Sn](C)(C)CN(C)C Bis(dimethylaminomethyl)dimethyl-tin